C(C)[Ti](C)(CC)(CC)CC tetraethyl-methyl-titanium